COC([C@@H](NC([C@H](COC(C)=O)N1C(C2=CC=CC(=C2C1)C1=CC=C(C=C1)NC(C(C)(C)C)=O)=O)=O)COC(C)=O)=O.CON(C(=O)C1CC1)C N-methoxy-N-methylcyclopropaneformamide Methyl-N-((S)-3-acetoxy-2-(1-oxo-4-(4-pivalamidophenyl)isoindolin-2-yl)propanoyl)-O-acetyl-L-serinate